C(CCCCCCCCCC)(=O)OCCCCC(CN(CC(CCCCCOC(C(CCCCCCCC)CCCCCCCC)=O)O[Si](C)(C)C(C)(C)C)CCCCN)O[Si](C)(C)C(C)(C)C 6-((4-aminobutyl)(2-((tert-butyldimethylsilyl)oxy)-7-((2-octyldecanoyl)oxy)heptyl)amino)-5-((tert-butyldimethylsilyl)oxy)hexyl undecanoate